aluminum tri-propionate C(CC)(=O)[O-].C(CC)(=O)[O-].C(CC)(=O)[O-].[Al+3]